N-(1-tert-butylvinyl)acetamide 1-(N-Methylsulfamoyl)azetidin-3-yl(8-amino-7-fluoro-6-(8-methyl-2,3-dihydro-1H-pyrido[2,3-b][1,4]oxazin-7-yl)isoquinolin-3-yl)carbamate CNS(=O)(=O)N1CC(C1)N(C(O)=O)C=1N=CC2=C(C(=C(C=C2C1)C1=C(C2=C(OCCN2)N=C1)C)F)N.C(C)(C)(C)C(=C)NC(C)=O